N-(5-hydroxy-pyridin-2-yl)-4-(1,1,1-trifluoro-propan-2-yl)-benzamide OC=1C=CC(=NC1)NC(C1=CC=C(C=C1)C(C(F)(F)F)C)=O